CC1=CC=C(C=C1)S(=O)(=O)OC1CCCCC1 cyclohexyl 4-methylbenzenesulfonate